(z)-2-pentenyl acetate C(C)(=O)OC\C=C/CC